O.[K].[P].[N] nitrogen phosphorus potassium water